2-(3-(ethylsulfonyl)-4-((1-(methylsulfonyl)piperidin-4-yl)methoxy)benzyl)isoindoline C(C)S(=O)(=O)C=1C=C(CN2CC3=CC=CC=C3C2)C=CC1OCC1CCN(CC1)S(=O)(=O)C